benzyl N-[4-({29-[(tert-butoxycarbonyl)amino]-3,6,9,12,15,18,21,24,27-nonaoxanonacosan-1-yl}oxy)phenyl]carbamate C(C)(C)(C)OC(=O)NCCOCCOCCOCCOCCOCCOCCOCCOCCOCCOC1=CC=C(C=C1)NC(OCC1=CC=CC=C1)=O